1,3,5-tris(4-aminophenyl)s-triazine NC1=CC=C(C=C1)N1CN(CN(C1)C1=CC=C(C=C1)N)C1=CC=C(C=C1)N